methyl 4-(4-bromo-2-fluoro-phenyl)-4-oxo-butyrate BrC1=CC(=C(C=C1)C(CCC(=O)OC)=O)F